BrC=1C=C(C=CC1)NCCC(=O)O 3-((3-bromophenyl)amino)propanoic acid